The molecule is a Delta(4)-beta-D-GlcpA-(1->3)-D-GalpNAc4S in which the the carbon bearing the anomeric hydroxy group has beta- configuration. It derives from a 4,5-dehydro-D-glucuronic acid and a N-acetyl-beta-D-galactosamine 6-sulfate. CC(=O)N[C@@H]1[C@H]([C@H]([C@H](O[C@H]1O)CO)OS(=O)(=O)O)O[C@H]2[C@@H]([C@H](C(=C(O2)C(=O)O)O)O)O